5-benzyloxycarbonyl-isophthalic acid C(C1=CC=CC=C1)OC(=O)C=1C=C(C=C(C(=O)O)C1)C(=O)O